2-bromo-2-phenyl-1-(4-(phenylthio)phenyl)ethan-1-one BrC(C(=O)C1=CC=C(C=C1)SC1=CC=CC=C1)C1=CC=CC=C1